ClC=1C(=C(CC=2C=C3C(C=CN(C3=CC2OC)[C@@H](C(C)C)CO)=O)C=CC1)F 6-(3-Chloro-2-fluorobenzyl)-1-[(S)-1-hydroxymethyl-2-methylpropyl]-7-methoxy-4-oxo-1,4-dihydrochinolin